((1-methyl-1H-pyrazol-3-yl)methyl)sulfonyl-3-((4-fluorophenyl)ethynyl)-N-(2-(6-nitropyridin-3-yl)ethyl)benzamide CN1N=C(C=C1)CS(=O)(=O)C1=C(C(=O)NCCC=2C=NC(=CC2)[N+](=O)[O-])C=CC=C1C#CC1=CC=C(C=C1)F